4-acetyl-catechol sulfate S(=O)(=O)(O)O.C(C)(=O)C=1C=C(C(O)=CC1)O